2-chloro-1-(1-methylimidazol-4-yl)ethanone ClCC(=O)C=1N=CN(C1)C